FC(C(O)C=1NC(=CN1)CC1=CC=NC=C1)(F)F 2,2,2-Trifluoro-1-(5-(pyridin-4-ylmethyl)-1H-imidazol-2-yl)ethan-1-ol